3-(5-chloro-7-{[(furan-2-yl)methyl]amino}-3-methylthieno[3,2-b]pyridin-2-yl)-N-pyrazin-2-yl-D-alaninamide hydrochloride Cl.ClC1=CC(=C2C(=N1)C(=C(S2)C[C@@H](N)C(=O)NC2=NC=CN=C2)C)NCC=2OC=CC2